[Li].NC1=NN2C(C=C(C=C2)C=2C(=C(C(=O)O)C(=CC2)C)F)=N1 3-(2-amino-[1,2,4]triazolo[1,5-a]pyridin-7-yl)-2-fluoro-6-methylbenzoic acid lithium